1-(2-ethyl-4-methyl-3-pyridinyl)-6-fluoro-7-(2-fluorophenyl)-4-((2S)-2-methyl-4-(2-propenoyl)-1-piperazinyl)pyrido[2,3-d]pyrimidin-2(1H)-one C(C)C1=NC=CC(=C1N1C(N=C(C2=C1N=C(C(=C2)F)C2=C(C=CC=C2)F)N2[C@H](CN(CC2)C(C=C)=O)C)=O)C